2-methyl-7-(pyrrolidine-1-carbonyl)-3H-pyrano[2,3-g]quinazoline-4,9-dione CC1=NC2=CC3=C(C=C2C(N1)=O)OC(=CC3=O)C(=O)N3CCCC3